The molecule is a C82 alpha-mycolate having a C56 meromycolic chain with two cis cyclopropyl functions and a saturated C26 alpha-branch. It is produced by Mycobacterium tuberculosis H37Ra. It has a role as a bacterial metabolite. It is an an alpha-mycolate and a hydroxy fatty acid anion. It is a conjugate base of a (2R)-2-[(1R)-1-hydroxy-20-{2-[10-(2-icosylcyclopropyl)decyl]cyclopropyl}icosyl]hexacosanoic acid. CCCCCCCCCCCCCCCCCCCCCCCC[C@H]([C@@H](CCCCCCCCCCCCCCCCCCCC1CC1CCCCCCCCCCC2CC2CCCCCCCCCCCCCCCCCCCC)O)C(=O)[O-]